NC=1C2=C(N=CN1)N(C(=C2C2=CC=C(C=C2)OC2=NC=CC(=C2)C)C#CC2[C@@H]1CN(C[C@H]21)C(\C=C\CN(C)C)=O)C (E)-1-((1R,5S,6s)-6-((4-amino-7-methyl-5-(4-((4-methylpyridin-2-yl)oxy)phenyl)-7H-pyrrolo[2,3-d]pyrimidin-6-yl)ethynyl)-3-azabicyclo[3.1.0]hexan-3-yl)-4-(dimethylamino)but-2-en-1-one